(1-azabicyclo[2.2.2]oct-2-yl)-6-(3-methyl-1H-pyrazol-4-yl)thieno[3,2-d]pyrimidin-4(3H)-one N12C(CC(CC1)CC2)C=2NC(C1=C(N2)C=C(S1)C=1C(=NNC1)C)=O